3-methoxy-4-methoxycarbonylphenyl-boronic acid pinacol ester COC=1C=C(C=CC1C(=O)OC)B1OC(C)(C)C(C)(C)O1